NC1=CC=C(C2=C(C3=CC=CC=C3C(=C12)O)O)N=C1C=CC(C=2C(C3=CC=CC=C3C(C12)=O)=O)=N 1-(4-amino-9,10-dihydroxyanthracen-1-yl)imino-4-iminoanthracene-9,10-dione